[Pb].[Sn].[Nb].[Zn].[Nb] niobium zinc-niobium tin-lead